5,6-Dihydrofluorouracil N1C(=O)NC(=O)C(F)C1